C1(CCCC1)N1C(C(C(C1=O)C1(NC2=CC=CC=C2C1=O)C1=CC=CC=C1)O)=O 1-Cyclopentyl-3-hydroxy-4-(3-oxo-2-phenylindolin-2-yl)pyrrolidine-2,5-dione